N-(2-(tert-butyl)-1-((4,4-difluorocyclohexyl)methyl)-1H-benzimidazol-5-yl)ethanesulfonamide C(C)(C)(C)C1=NC2=C(N1CC1CCC(CC1)(F)F)C=CC(=C2)NS(=O)(=O)CC